1-(4-bromophenyl)-3-(trifluoromethyl)-1H-pyrazol-5-ol BrC1=CC=C(C=C1)N1N=C(C=C1O)C(F)(F)F